BrC1=CC=C(C=C1)CCC1OCCO1 2-(4-bromophenylethyl)-1,3-dioxolane